tert-butyl ((1-((3-((5-ethyl-2-methoxyphenyl) sulfonamido)-4-methoxybenzo[d]isoxazol-6-yl)methyl)-1H-pyrazol-4-yl)methyl)carbamate C(C)C=1C=CC(=C(C1)S(=O)(=O)NC1=NOC2=C1C(=CC(=C2)CN2N=CC(=C2)CNC(OC(C)(C)C)=O)OC)OC